4-hydroxy-5-isopropyl-8-(3-methoxypropoxy)-9-(methylamino)-2-oxo-1,2,5,6-tetrahydro-1,10-phenanthroline-3-carboxylic acid OC1=C(C(NC=2C3=NC(=C(C=C3CC(C12)C(C)C)OCCCOC)NC)=O)C(=O)O